3-ethyl-2-[6-[rac-(3aS,7aR)-6-methyl-3,3a,4,5,7,7a-hexahydro-2H-pyrrolo[2,3-c]pyridin-1-yl]pyridazin-3-yl]phenol C(C)C=1C(=C(C=CC1)O)C=1N=NC(=CC1)N1CC[C@H]2[C@@H]1CN(CC2)C |r|